2,2-dimethylmorpholin-4-yl chloride CC1(CN(CCO1)Cl)C